(3Z,6E)-(1-bromo-7,11-dimethyl-3,6,10-dodecatrien-3-yl)methyl phenyl sulfone C1(=CC=CC=C1)S(=O)(=O)C\C(\CCBr)=C/C\C=C(\CCC=C(C)C)/C